C1(=CCCCC1)[C@H]1[C@H](C2=CC=C(C=C2CC1)O)C1=CC=C(C=C1)N1CCC(CC1)C(OC)OC (1S-2R)-2-(cyclohexen-1-yl)-1-[4-[4-(dimethoxymethyl)-1-piperidyl]phenyl]tetralin-6-ol